2-methyl-1z-indole CC=1NC2=CC=CC=C2C1